N[C@H]1CN(C[C@H](C1)C)C(=O)OCC1=CC=CC=C1 benzyl (3R,5S)-3-amino-5-methylpiperidine-1-carboxylate